bis(biphenyl-4-yl)[4'-(9-phenyl-9H-carbazol-3-yl)biphenyl-4-yl]amine C1(=CC=C(C=C1)N(C1=CC=C(C=C1)C1=CC=C(C=C1)C=1C=CC=2N(C3=CC=CC=C3C2C1)C1=CC=CC=C1)C1=CC=C(C=C1)C1=CC=CC=C1)C1=CC=CC=C1